2-fluorobenzonitrile ethanesulfonate monohydrate O.C(C)S(=O)(=O)O.FC1=C(C#N)C=CC=C1